1-((R)-2-amino-3-methyl-3-(tritylthio)butanoyl)-N-(4-cyanobenzyl)-4-hydroxypyrrolidine-2-carboxamide N[C@H](C(=O)N1C(CC(C1)O)C(=O)NCC1=CC=C(C=C1)C#N)C(C)(SC(C1=CC=CC=C1)(C1=CC=CC=C1)C1=CC=CC=C1)C